3-bromo-4-cyanobenzenesulfonyl chloride BrC=1C=C(C=CC1C#N)S(=O)(=O)Cl